COC1=CC=C(C=C1)CN(CCCC=1N(N=C2C=CC=C(C12)C1=CC=CC(=N1)N[C@H]1C[C@H](N(C1)C(=O)OC(C)(C)C)C(=O)OC)C)C O1-tert-butyl O2-methyl (2S,4S)-4-[[6-[3-[3-[(4-methoxyphenyl)methyl-methyl-amino]propyl]-2-methyl-indazol-4-yl]-2-pyridyl]amino]pyrrolidine-1,2-dicarboxylate